(3AR,6aS)-5-(fluoromethylene)octahydrocyclopenta[c]pyrrole hydrochloride Cl.FC=C1C[C@@H]2[C@@H](CNC2)C1